manganese sulfate mono-lysine salt N[C@@H](CCCCN)C(=O)O.S(=O)(=O)([O-])[O-].[Mn+2]